Magnesium bis(trifluoromethane)sulfonimide [N-](S(=O)(=O)C(F)(F)F)S(=O)(=O)C(F)(F)F.[Mg+2].[N-](S(=O)(=O)C(F)(F)F)S(=O)(=O)C(F)(F)F